OOP(=O)(O)C(=O)O HYDROXYPHOSPHONOCARBOXYLIC ACID